5-amino-1-(2,6-dichloro-α,α,α-trifluoro-p-tolyl)-4-ethylsulfinylpyrazole-3-carbonitrile NC1=C(C(=NN1C1=CC(=C(C(=C1)Cl)C(F)(F)F)Cl)C#N)S(=O)CC